ethyl 2,4,6-triethylbenzoylphenylphosphonate C(C)C1=C(C(=O)C2=C(C=CC=C2)P(OCC)([O-])=O)C(=CC(=C1)CC)CC